1-([2,4'-bipyridine]-3-carbonyl)-4-(4-(trifluoromethoxy)benzyl)piperidine-4-carbonitrile N1=C(C(=CC=C1)C(=O)N1CCC(CC1)(C#N)CC1=CC=C(C=C1)OC(F)(F)F)C1=CC=NC=C1